C(C)(C)(C)OC(=O)NC1=CC=C(C=C1)C=1NCCCC1C(=O)[O-] 2-(4-((tert-butoxycarbonyl)amino)phenyl)-1,4,5,6-tetrahydropyridine-3-carboxylate